NC1=C2C(=NC=N1)N(N=C2C)C(C)C2=C(C(=C(C#N)C(=C2)Cl)C2CNC(C2)=O)OCC 4-[1-(4-amino-3-methyl-1H-pyrazolo[3,4-d]pyrimidin-1-yl)ethyl]-6-chloro-3-ethoxy-2-(5-oxopyrrolidin-3-yl)benzonitrile